N12CCNCC2CCC1 1,4-diazabicyclo[4.3.0]nonane